C12(CC3CC(CC(C1)C3)C2)NS(=O)(=O)CCNC2=C3C(N(C(=NC3=CC=C2)C)C2C(NC(CC2)=O)=O)=O N-((3s,5s,7s)-adamantan-1-yl)-2-((3-(2,6-dioxopiperidin-3-yl)-2-methyl-4-oxo-3,4-Dihydroquinazolin-5-yl)amino)ethane-1-sulfonamide